3-methoxy-5-(4-nitro-1H-imidazol-1-yl)benzamide COC=1C=C(C(=O)N)C=C(C1)N1C=NC(=C1)[N+](=O)[O-]